2-methyl-N-(6-methylpyridazin-3-yl)-3-nitrobenzamide CC1=C(C(=O)NC=2N=NC(=CC2)C)C=CC=C1[N+](=O)[O-]